2-(2,6-dichloro-4-(6-(difluoromethyl)-3,5-dioxo-4,5-dihydro-1,2,4-triazin-2(3H)-yl)phenoxy)-5-hydroxy-N-((1r,3r)-3-hydroxycyclobutyl-1-d)pyridine-4-sulfonamide ClC1=C(OC2=NC=C(C(=C2)S(=O)(=O)NC2(CC(C2)O)[2H])O)C(=CC(=C1)N1N=C(C(NC1=O)=O)C(F)F)Cl